3-(4-chlorophenyl)-tetrahydrofuran ClC1=CC=C(C=C1)C1COCC1